OC1=C2C(C=C(OC2=CC(=C1OC)O)C1=CC=C(C=C1)[O-])=O 4-(5,7-dihydroxy-6-methoxy-4-oxo-4H-chromen-2-yl)phenolate